NC=1C2=C(N=CN1)N1C(=C2C2=CC(=C(C=C2)OC2=NC=CC(=N2)C)F)N(CC1)C=1C(=C(C=CC1)NC(C=C)=O)F N-[3-(4-amino-5-{3-fluoro-4-[(4-methylpyrimidin-2-yl)oxy]phenyl}-7,8-dihydro-6H-imidazo[2',3':5,1]pyrrolo[2,3-d]pyrimidin-6-yl)-2-fluorophenyl]prop-2-enamide